ClC1=C(C#N)C=C(C(=N1)C1=C(C=CC=C1O)F)Cl 2,5-dichloro-6-(2-fluoro-6-hydroxyphenyl)nicotinonitrile